bixylenoldiglycidyl ether C1(C(C(=C2C(=C1)C1C(COCC3C2O3)O1)C=1C(=C(C=CC1)C)C)C)(C)O